3-(4-((4-((4,4-difluoropiperidin-1-yl)methyl)benzyl)amino)-3-methyl-2-oxo-2,3-dihydro-1H-benzo[d]imidazol-1-yl)piperidine-2,6-dione FC1(CCN(CC1)CC1=CC=C(CNC2=CC=CC=3N(C(N(C32)C)=O)C3C(NC(CC3)=O)=O)C=C1)F